triethyl-diphenyl-ammonium zinc dithiophosphate P(=S)([S-])([O-])[O-].[Zn+2].C(C)C1=C(C(=C(C=C1)[NH2+]C1=CC=CC=C1)CC)CC